ClC1=CC=C(C=C1)C(C(CC(=O)OCC)C=1SC=CC1)=O ethyl 4-(4-chlorophenyl)-4-oxo-3-(thiophen-2-yl)butanoate